Ethyl (S)-3-(3-bromo-5-(trifluoromethyl)phenyl)-3-(((R)-tert-butylsulfinyl)amino)propanoate BrC=1C=C(C=C(C1)C(F)(F)F)[C@H](CC(=O)OCC)N[S@](=O)C(C)(C)C